C(C)(=O)OOC1=NN(C(=C1Cl)C1=C(C=CC=C1)CC)C1=CC=CC=C1 ethyl-[(4-chloro-1,5-diphenyl-1H-pyrazol-3-yl) oxy] acetate